CC1=C(C2=C(C(N(C=C2C#CC(C(F)(F)F)(C2=CC(=CC=C2)C2=C(C=CC=C2)C)O)C)=O)N1)C(=O)OCC ethyl 2,6-dimethyl-7-oxo-4-[4,4,4-trifluoro-3-hydroxy-3-[3-(o-tolyl)phenyl]but-1-ynyl]-1H-pyrrolo[2,3-c]pyridine-3-carboxylate